4-(3-isopropyl-5-(1-(4-(4-methylpiperazin-1-yl)benzyl)piperidin-4-yl)-1H-indol-2-yl)-1H-pyrazolo[3,4-b]pyridine C(C)(C)C1=C(NC2=CC=C(C=C12)C1CCN(CC1)CC1=CC=C(C=C1)N1CCN(CC1)C)C1=C2C(=NC=C1)NN=C2